FC1=C(C#N)C=C(C=C1)O 2-fluoro-5-hydroxybenzonitrile